3-((4-(((1R,4R)-2-oxa-5-azabicyclo[2.2.1]heptan-5-yl)methyl)-2-fluorophenyl)amino)-6-(3-methyl-3H-imidazo[4,5-c]pyridin-7-yl)-5-(methylamino)pyrazine-2-carboxamide [C@H]12OC[C@H](N(C1)CC1=CC(=C(C=C1)NC=1C(=NC(=C(N1)NC)C=1C3=C(C=NC1)N(C=N3)C)C(=O)N)F)C2